2-[2-(2-benzyloxyethoxy)ethoxy]Ethanol C(C1=CC=CC=C1)OCCOCCOCCO